3,5-dimethyl-4-(2-methyl-1-(thiophen-2-ylmethyl)-1H-imidazo[4,5-b]pyridin-6-yl)isoxazole CC1=NOC(=C1C=1C=C2C(=NC1)N=C(N2CC=2SC=CC2)C)C